6,8-dimethylnonan-2-ol CC(CCCC(C)O)CC(C)C